(1S,3S,4S)-3-acetamido-N-((S)-(2,3-dichloro-6-fluoro-5-hydroxyphenyl)(4-fluorobicyclo[2.2.1]hept-1-yl)methyl)-4-fluorocyclopentane-1-carboxamide C(C)(=O)N[C@H]1C[C@@H](C[C@@H]1F)C(=O)N[C@@H](C12CCC(CC1)(C2)F)C2=C(C(=CC(=C2F)O)Cl)Cl